(S)-N-(4-(1-(5-(6-ethoxypyrazin-2-yl)thiazole-2-carbonyl)piperazin-2-yl)pyrimidin-2-yl)cyclopropanesulfonamide C(C)OC1=CN=CC(=N1)C1=CN=C(S1)C(=O)N1[C@@H](CNCC1)C1=NC(=NC=C1)NS(=O)(=O)C1CC1